5-((2,3-dichlorophenyl)thio)-N2-methyl-N2-(piperidin-4-yl)pyrazine-2,6-diamine ClC1=C(C=CC=C1Cl)SC=1N=CC(=NC1N)N(C1CCNCC1)C